FC=1C=CC2=C(C(=C(O2)C(CC)N)C)C1 1-(5-fluoro-3-methylbenzofuran-2-yl)propan-1-amine